(E)-N-(4-(1-(4-(4-(3-(2,5-dioxo-2,5-dihydro-1H-pyrrol-1-yl)propanoyl)piperazin-1-yl)benzoyl)piperidin-4-yl)butyl)-3-(pyridin-3-yl)acrylamide O=C1N(C(C=C1)=O)CCC(=O)N1CCN(CC1)C1=CC=C(C(=O)N2CCC(CC2)CCCCNC(\C=C\C=2C=NC=CC2)=O)C=C1